C(C1=CC=CC=C1)(=O)O.C1=NC=CC2=C(C=CC=C12)C=1C=C(C=CC1)C(=O)N[Na] (3-(isoquinolin-5-yl)phenyl(carbonyl)amino)sodium benzoate